1-methyl-6-heptenylmethyldimethoxysilane CC(CCCCC=C)[Si](OC)(OC)C